4-(bis(4-chlorophenyl)amino)phenylboronic acid ClC1=CC=C(C=C1)N(C1=CC=C(C=C1)B(O)O)C1=CC=C(C=C1)Cl